C(C)C(C(C(C(=O)[O-])(CC)CC)(CC)CC)CC pentaethylhexanoate